3-(pyridin-3-yl)-1,2,3,4-tetrahydroquinoline N1=CC(=CC=C1)C1CNC2=CC=CC=C2C1